O=C1C2(C=3C(=NC=CC3)N1)CC1=C(N=C(S1)C(=O)OCC)C2 Ethyl 2'-oxo-1',2',4,6-tetrahydrospiro[cyclopenta[d]thiazole-5,3'-pyrrolo[2,3-b]pyridine]-2-carboxylate